morpholine-3-carboxylic acid N1C(COCC1)C(=O)O